2-(3-methoxypropanoyl)-5-{[2-(3-methoxypropanoyl)-1,3-dioxo-2,3-dihydro-1H-inden-5-yl]sulfonyl}-2,3-dihydro-1H-indene-1,3-dione COCCC(=O)C1C(C2=CC=C(C=C2C1=O)S(=O)(=O)C=1C=C2C(C(C(C2=CC1)=O)C(CCOC)=O)=O)=O